[Cu].C(C)#N.C(C)#N.C(C)#N.C(C)#N tetra-acetonitrile copper